COC1=NC2=CC(=CC(=C2N=C1)C=1SC2=C(N1)C=CC1=C2CC(O1)CN)C (2-(2-methoxy-7-methylquinoxalin-5-yl)-7,8-dihydrobenzofuro[5,4-D]thiazol-7-yl)methylamine